C([C@H](O)C)(=O)O D-lactic acid